N[C@H](C)C=1C=C(C=C2C(C(=C(OC12)C=1C=NN(C1)C1COC1)C)=O)C 8-[(1R)-1-Aminoethyl]-3,6-dimethyl-2-[1-(oxetan-3-yl)pyrazol-4-yl]chromen-4-one